4-(4-Chlorophenyl)-1-(6-fluoro-3-(4-(methylsulfonyl)piperazine-1-carbonyl)quinolin-4-yl)piperidine-4-carbonitrile ClC1=CC=C(C=C1)C1(CCN(CC1)C1=C(C=NC2=CC=C(C=C12)F)C(=O)N1CCN(CC1)S(=O)(=O)C)C#N